methyl trans-aminocyclohexyl-carboxylate NC1(CCCCC1)C(=O)OC